FC1=CN(C=2C1=CC1=C(OCC(N1)C)N2)COCC[Si](C)(C)C 8-fluoro-2-methyl-6-((2-(trimethylsilyl)ethoxy)methyl)-1,2,3,6-tetrahydropyrrolo[3',2':5,6]pyrido[2,3-b][1,4]oxazine